tert-butyl (1R,5R)-6-(3-chloro-8-fluoro-7-(8-((triisopropylsilyl)ethynyl)naphthalen-1-yl)-1,6-naphthyridin-4-yl)-2,6-diazabicyclo[3.2.0]heptane-2-carboxylate ClC=1C=NC2=C(C(=NC=C2C1N1[C@@H]2CCN([C@@H]2C1)C(=O)OC(C)(C)C)C1=CC=CC2=CC=CC(=C12)C#C[Si](C(C)C)(C(C)C)C(C)C)F